1,1,1,1-tetrakis(glycidoxymethyl)methane C(C1CO1)OCC(COCC1CO1)(COCC1CO1)COCC1CO1